CC1(C(NC2=CC(=CC=C12)C(=O)O)=O)C.ClC1=CC=C(C=C1)C=1N=C2N(C=CC=N2)C1CN1CC2CCC(C1)N2C(=O)NC2=C(C=CC(=C2)C(F)(F)F)Cl 3-{[2-(4-chlorophenyl)imidazo[1,2-a]pyrimidin-3-yl]methyl}-N-[2-chloro-5-(trifluoromethyl)phenyl]-3,8-diazabicyclo[3.2.1]octane-8-carboxamide 3,3-dimethyl-2-oxindole-6-carboxylate